CN(C1CN(C1)C1=C(C=NC=C1)C=1C=C2N(N=CC(=C2N[C@@H]2COCC2)C(=NC2=C(C=C(C=C2)O)CC)N)C1)C 6-[4-[3-(dimethylamino)azetidin-1-yl]-3-pyridyl]-N'-(2-ethyl-4-hydroxy-phenyl)-4-[[(3S)-tetrahydrofuran-3-yl]amino]pyrrolo[1,2-b]pyridazine-3-carboxamidine